6-bromo-8-fluoro-1-(8-fluoro-2-methyl-imidazo[1,2-a]pyridine-6-yl)oxy-isoquinoline BrC=1C=C2C=CN=C(C2=C(C1)F)OC=1C=C(C=2N(C1)C=C(N2)C)F